4-Bromo-N-(6-cyclopropyl-2-(4,4-difluoropiperidin-1-yl)pyrimidin-4-yl)-2-(6-azaspiro[2.5]octan-6-yl)benzamide BrC1=CC(=C(C(=O)NC2=NC(=NC(=C2)C2CC2)N2CCC(CC2)(F)F)C=C1)N1CCC2(CC2)CC1